tert-butyl 4-(4'-bromo-5'-oxo-5'H-spiro[cyclohexane-1,7'-indolo[1,2-a]quinazolin]-10'-yl)piperidine-1-carboxylate BrC=1C=2C(N=C3N(C2C=CC1)C1=CC(=CC=C1C31CCCCC1)C1CCN(CC1)C(=O)OC(C)(C)C)=O